C(C)(C)(C)[C@]12C(C[C@@H](CC1)N2)NCC(C)F tert-butyl-(1S,4R)-N-(2-fluoropropyl)-7-azabicyclo[2.2.1]heptan-2-amine